N-(cyclopropylmethyl)pyrimidine-5-sulfonamide C1(CC1)CNS(=O)(=O)C=1C=NC=NC1